(P)-1-(4-BROMO-2-METHOXY-5-METHYLPHENYL)-N-(4-METHOXYBENZYL)-2-OXO-N-(PYRIDAZIN-3-YL)-1,2-DIHYDROQUINOLINE-6-SULFONAMIDE BrC1=CC(=C(C=C1C)N1C(C=CC2=CC(=CC=C12)S(=O)(=O)N(C=1N=NC=CC1)CC1=CC=C(C=C1)OC)=O)OC